Cl.Cl.Cl.ClC=1C=CC(=C(C1)C1=C(N=CN1)C=1N=C2C=C(C=NC2=CC1)NCCN1C[C@@H](N[C@@H](C1)C)C)F 6-(5-(5-chloro-2-fluorophenyl)-1H-imidazol-4-yl)-N-(2-((3S,5R)-3,5-dimethylpiperazin-1-yl)ethyl)-1,5-naphthyridin-3-amine tri-hydrochloride